tert-butyl {[4-(4-methyl-1,3-thiazol-5-yl)-2,5-dioxoimidazolidin-4-yl]methyl}carbamate CC=1N=CSC1C1(NC(NC1=O)=O)CNC(OC(C)(C)C)=O